NC1=NC(=CC(=C1)NCCCC)CC1=CC=C(C=C1)S(=O)(=O)N1CCNCC1 2-Amino-4-(butylamino)-6-(4-(piperazin-1-ylsulfonyl)benzyl)pyridin